N-(5-((2-(2,2-dimethylpyrrolidin-1-yl)ethyl)carbamoyl)-2-methylpyridin-3-yl)pyrazolo[5,1-b]Thiazole-7-carboxamide CC1(N(CCC1)CCNC(=O)C=1C=C(C(=NC1)C)NC(=O)C=1C=NN2C1SC=C2)C